1,2-di-(9Z-octadecenoyl)-sn-glycero-3-phosphocholine CCCCCCCC/C=C\CCCCCCCC(=O)OC[C@H](COP(=O)([O-])OCC[N+](C)(C)C)OC(=O)CCCCCCC/C=C\CCCCCCCC